ClC1=C(C=CC=C1)NS(=O)(=O)C=1C=C(C=CC1)NC(=O)C1=NC=C(N=C1)C N-(3-(N-(2-chlorophenyl)sulfamoyl)phenyl)-5-methylpyrazine-2-carboxamide